FC1=CC2=C(N=C(O2)S)C=C1 6-fluoro-1,3-benzoxazole-2-thiol